C[C@@H]1N(CCN(C1)C)C(=O)C1=CC=C(C=C1)C1=CC=NO1 5-(4-[(2S)-2,4-dimethylpiperazine-1-carbonyl]phenyl)-1,2-oxazol